[N+](=O)([O-])C1=CC=2C(C3=CC(=CC=C3C2C=C1[N+](=O)[O-])[N+](=O)[O-])=O 2,3,7-trinitro-9-fluorenone